C(O)C1OCCC1 2-Methyloltetrahydrofuran